FC=1C=C(C=C(C1OC1=C2C(=NC=C1)NC=C2C2=CC(=CC=C2)F)F)NC=2OC[C@@](CN2)(C)CO |r| (+/-)-{2-[(3,5-difluoro-4-{[3-(3-fluorophenyl)-1H-pyrrolo[2,3-b]pyridin-4-yl]oxy}phenyl)amino]-5-methyl-5,6-dihydro-4H-1,3-oxazin-5-yl}methanol